[Nb].[Zr].[Sc] scandium zirconium niobium